FC1=C(C=CC(=C1)F)C[C@@H](C=1OC(=NN1)CC)NC(OC(C)(C)C)=O (S)-tert-butyl 2-(2,4-difluorophenyl)-1-(5-ethyl 1,3,4-oxadiazol-2-yl)ethylcarbamate